hexadecyldi(methyl)ammonium tetrakis(pentafluorophenyl)borate FC1=C(C(=C(C(=C1[B-](C1=C(C(=C(C(=C1F)F)F)F)F)(C1=C(C(=C(C(=C1F)F)F)F)F)C1=C(C(=C(C(=C1F)F)F)F)F)F)F)F)F.C(CCCCCCCCCCCCCCC)[NH+](C)C